N-[4-[2-[[4-(Dimethylamino)cyclohexyl]amino]-8-isopropyl-7-oxo-pteridin-6-yl]-2-fluoro-phenyl]-1-norbornan-1-yl-methanesulfonamide CN(C1CCC(CC1)NC1=NC=2N(C(C(=NC2C=N1)C1=CC(=C(C=C1)NS(=O)(=O)CC12CCC(CC1)C2)F)=O)C(C)C)C